NCC1C2(CCC(C1)C2)CN di(aminomethyl)Norbornane